C(#N)[C@H](C[C@H]1C(NCC1)=O)NC(=O)[C@@H]1[C@H]2[C@H]3CC[C@@H]([C@H]2CN1C([C@H](C(C)(C)C)NC(C(F)(Cl)Cl)=O)=O)C3 (1S,2S,3S,6R,7R)-N-[(1S)-1-cyano-2-[(3S)-2-oxopyrrolidin-3-yl]ethyl]-4-[(2S)-2-(2,2-dichloro-2-fluoroacetamido)-3,3-dimethylbutyryl]-4-azatricyclo[5.2.1.0{2,6}]decane-3-carboxamide